tert-Butyl 3-[1-(2,4-dichlorophenyl)imidazol-4-yl]azetidine-1-carboxylate ClC1=C(C=CC(=C1)Cl)N1C=NC(=C1)C1CN(C1)C(=O)OC(C)(C)C